4-(1-Ethyl-3-(pyridin-3-yl)-1H-pyrazol-4-yl)-N-(4-((1-(2-methoxyethyl)azetidin-3-yl)oxy)phenyl)pyrimidin-2-amine C(C)N1N=C(C(=C1)C1=NC(=NC=C1)NC1=CC=C(C=C1)OC1CN(C1)CCOC)C=1C=NC=CC1